3,6-dimethyl-6-(8-(prop-1-yn-1-yl)dibenzo[b,d]thiophen-2-yl)tetrahydropyrimidin-4(1H)-one CN1CNC(CC1=O)(C1=CC2=C(SC3=C2C=C(C=C3)C#CC)C=C1)C